N-(6-cyano-1-cyclopropylmethyl-3,4-difluoro-1H-indol-2-yl)-3,3-dimethylbutyramide C(#N)C1=CC(=C2C(=C(N(C2=C1)CC1CC1)NC(CC(C)(C)C)=O)F)F